FC(C1=NN(C(=C1)C1=NC(=NO1)C1(CC1)C1=C(C=CC=C1)C)CCN(C)C)F 2-(3-(Difluoromethyl)-5-(3-(1-(o-tolyl)cyclopropyl)-1,2,4-oxadiazol-5-yl)-1H-pyrazol-1-yl)-N,N-dimethylethan-1-amine